1-(2-ethoxyphenoxy)-3-((3-methoxy-4-(2-(4-methylpiperidine-1-yl)ethoxy)benzyl)(methyl)amino)propan-2-ol C(C)OC1=C(OCC(CN(C)CC2=CC(=C(C=C2)OCCN2CCC(CC2)C)OC)O)C=CC=C1